Cl.C1NCC2=C(C=CC=C12)NC1CN(CC1)C(C)=O 1-(3-(isoindolin-4-ylamino)pyrrolidin-1-yl)ethan-1-one hydrochloride